C1(=CC=CC=C1)C1=C(C(=NN=N1)C1=C(C=CC=C1)C1=C(C=CC=2[Se]C3=C(C21)C=CC=C3)C3=C(C(=CC=2C1=CC=CC=C1CC32)C)C)C3=C(C(=CC=2C1=CC=CC=C1CC32)C)C [phenyl-(dimethylfluorenyl)triazinyl][(dimethylfluorenyl)dibenzoselenophenyl]benzene